C(C1=CC=CC=C1)NC(N(C1=NC=C(C=C1)C=1C=NN(C1)C)[C@@H]1CC[C@H](CC1)NC1=NC=C(C(=N1)NCC1(CCCC1)O)C#N)=O 3-benzyl-1-(trans-4-((5-cyano-4-(((1-hydroxycyclopentyl)methyl)-amino)pyrimidin-2-yl)amino)cyclohexyl)-1-(5-(1-methyl-1H-pyrazol-4-yl)pyridin-2-yl)urea